O.[Cl-].C(C1=CC=CC=C1)[N+](C)(C)CCCCCCCCCCCCCCCC N-benzyl-N,N-dimethylhexadecyl-ammonium chloride hydrate